FC1(CN(CC1)C1=C(C(=CC=2N1C(=NN2)C)C2=C(C=CC=C2)F)NC(=O)C=2C=NC(=NC2)C(C)C)F N-(5-(3,3-difluoropyrrolidin-1-yl)-7-(2-fluoro-phenyl)-3-methyl-[1,2,4]triazolo[4,3-a]pyridin-6-yl)-2-isopropylpyrimidine-5-carboxamide